COC1CCC2(CN(C2)C(=O)OC(C)(C)C)CC1 tert-butyl 7-methoxy-2-azaspiro[3.5]nonane-2-carboxylate